C(CC)(=O)OCCCC propionic acid, butyl ester